1,4,5,8-naphthalenetetracarboxylic acid diimide C1(=CC=C(C=2C(=CC=C(C12)C(=O)O)C(=O)O)C(O)=N)C(O)=N